N-(4-(4-(3-oxa-8-azabicyclo[3.2.1]octan-8-yl)-7H-pyrrolo[2,3-d]pyrimidin-6-yl)phenyl)-4-(((R)-3-acrylamido-3-methylpyrrolidin-1-yl)methyl)picolinamide C12COCC(CC1)N2C=2C1=C(N=CN2)NC(=C1)C1=CC=C(C=C1)NC(C1=NC=CC(=C1)CN1C[C@](CC1)(C)NC(C=C)=O)=O